COCCCCSC(C(=O)O)C.COCCCCOC(CCS)=O methoxybutyl-3-mercaptopropionate (methoxybutyl mercaptopropionate)